2-[(1S,4S)-5-Methyl-2,5-diazabicyclo[2.2.1]heptan-2-yl]-N-[2-(3-methylpyridin-2-yl)-[1,3]thiazolo[5,4-c]pyridin-6-yl]-6-(oxan-4-yl)pyrimidin-4-amine CN1[C@@H]2CN([C@H](C1)C2)C2=NC(=CC(=N2)NC2=CC1=C(C=N2)SC(=N1)C1=NC=CC=C1C)C1CCOCC1